2-(2-(4-amino-7-methoxy-9H-pyrimido[4,5-b]indol-9-yl)acetyl)-N-(6-bromo-3-methylpyridin-2-yl)-5-methyl-2-azabicyclo[3.1.0]hexane-3-carboxamide NC1=NC=NC=2N(C3=CC(=CC=C3C21)OC)CC(=O)N2C1CC1(CC2C(=O)NC2=NC(=CC=C2C)Br)C